FC1=C(CNC(=O)N2C=NC=C2)C=C(C(=C1)OC(F)(F)F)F N-(2,5-difluoro-4-(trifluoromethoxy)benzyl)-1H-imidazole-1-carboxamide